[Pd+2].ClC=1C(=C(C=CC1)P(C1=CC=CC=C1)C1=CC=CC=C1)Cl trans-dichloro-(triphenylphosphine) palladium (II)